C12N(CC(NC1)C2)C=2C=C1C(N(C(C1=CC2F)=O)C2C(NC(C=C2)=O)=O)=O 5-(2,5-diazabicyclo[2.2.1]heptan-2-yl)-2-(2,6-dioxopyridin-3-yl)-6-fluoroisoindoline-1,3-dione